N1C=NC2=NC=C(C=C21)C(=O)O 1H-imidazolo[4,5-b]pyridine-6-carboxylic acid